2-[(dimethyl-amino)methyl]prop-2-enoic acid CN(C)CC(C(=O)O)=C